C(C)N(C(=S)NC=1C=C2C(=CC(=NC2=CC1)N1CCN(CC1)CC)C)C1=CC=C(C=C1)F 1-Ethyl-3-[2-(4-ethyl-piperazin-1-yl)-4-methyl-quinolin-6-yl]-1-(4-fluoro-phenyl)-thiourea